4-(1,1-difluoro-5-azaspiro[2.5]oct-5-yl)-3-fluoropiperidine-1-carboxylic acid tert-butyl ester C(C)(C)(C)OC(=O)N1CC(C(CC1)N1CC2(CC2(F)F)CCC1)F